3-((5-(3,5-difluorobenzyl)-1H-indazol-3-yl)carbamoyl)-4-((tetrahydro-2H-pyran-4-yl)amino)benzoic acid FC=1C=C(CC=2C=C3C(=NNC3=CC2)NC(=O)C=2C=C(C(=O)O)C=CC2NC2CCOCC2)C=C(C1)F